ClC1=CC=C2CCO[C@H](C2=C1)CNC (R)-1-(7-chloroisochroman-1-yl)-N-methylmethanamine